8-cyclopentyl-2-((1-(ethylsulfonyl)piperidin-4-yl)amino)-7-oxo-7,8-dihydropyrido[2,3-d]pyrimidine-6-carbonitrile C1(CCCC1)N1C(C(=CC2=C1N=C(N=C2)NC2CCN(CC2)S(=O)(=O)CC)C#N)=O